C(C1=CC=CC=C1)/C(/C=O)=C\C1=CC=CC=C1 (E)-α-benzylcinnamaldehyde